[4-(5-tert-butyl-1,2,4-oxadiazol-3-yl)phenyl]-[6-(3-cyclopropylpyrazol-1-yl)-2-azaspiro[3.3]heptan-2-yl]methanone C(C)(C)(C)C1=NC(=NO1)C1=CC=C(C=C1)C(=O)N1CC2(C1)CC(C2)N2N=C(C=C2)C2CC2